BrC1=C2C(=C(N=C1)OC)N(C(=C2)C(=O)OCC)COCC[Si](C)(C)C Ethyl 4-bromo-7-methoxy-1-{[2-(trimethylsilyl)ethoxy]methyl}-1H-pyrrolo[2,3-c]pyridine-2-carboxylate